COC=1OC[C@H](N1)C1=CC=CC=C1 (R)-2-methoxy-4-phenyl-4,5-dihydro-oxazole